3,5-dihydroxylBenzoic acid OC=1C=C(C(=O)O)C=C(C1)O